FC(C(=O)O)(F)F.NC1=NN2C(N=CC=C2)=C1C(=O)NC(C)C=1C=C(C=2N(C1C1=NNC=C1)C=NC2)Cl 2-Amino-N-{1-[8-chloro-5-(1H-pyrazol-3-yl)imidazo[1,5-a]pyridin-6-yl]ethyl}pyrazolo[1,5-a]pyrimidine-3-carboxamide trifluoroacetate salt